2-(3-((7-(trifluoromethyl)benzofuran-2-yl)methyl)ureido)benzoic acid FC(C1=CC=CC=2C=C(OC21)CNC(NC2=C(C(=O)O)C=CC=C2)=O)(F)F